N1OC(CCC1)=O azoxanone